ClC(CCCC(=O)O)C(CCCCCCCC)Cl 5,6-dichlorotetradecanoic acid